C(=CCCC)P(O)(=O)C1=CC=CC=C1 pentenyl-phenyl-phosphinic acid